O1CCN(CC1)CC1=C(C=CC=C1)C1=CC=CC=C1 2'-(morpholinomethyl)-[1,1'-biphenyl]